FC=1C=C(CC2(CCN(CC2)C(=O)NC2=NN(C(C=C2)=O)C)O)C=CC1 4-(3-fluorobenzyl)-4-hydroxy-N-(1-methyl-6-oxo-1,6-dihydropyridazin-3-yl)piperidine-1-carboxamide